(R)-5-(4-((4-(1-(2-methylbenzamido)ethyl)naphthalen-1-yl)ethynyl)piperidin-1-yl)pentanoic acid CC1=C(C(=O)N[C@H](C)C2=CC=C(C3=CC=CC=C23)C#CC2CCN(CC2)CCCCC(=O)O)C=CC=C1